C(C)C=1N(C=2N(C(C1N1CCNCC1)=O)N=C(N2)N2C[C@@H](CCC2)F)CC(=O)NC2=C(C=C(C=C2)C(F)(F)F)C |r| Rac-2-(5-ethyl-2-(3-fluoropiperidin-1-yl)-7-oxo-6-(piperazin-1-yl)-[1,2,4]triazolo[1,5-a]pyrimidin-4(7H)-yl)-N-(2-methyl-4-(trifluoromethyl)phenyl)acetamide